C(C1=CC=CC=C1)OC1=C(C(=C(C=C1)CC(=O)NCCC1=CC(=C(C=C1)OCC1=CC=CC=C1)OC[2H])CO)OC 2-(4-(benzyloxy)-2-(hydroxymethyl)-3-methoxyphenyl)-N-(4-(benzyloxy)-3-(methoxy-d)Phenethyl)acetamide